[N+](=O)([O-])C=1C(=CC(=CC1)O)C p-nitro-meta-cresol